ClC1=CC(=C(C=C1)C1(OC2=C(O1)C=CC=C2C2CCN(CC2)CC=2N(C(=CN2)CCC(=O)O)CCOC)C)F (E)-3-(2-((4-(2-(4-chloro-2-fluorophenyl)-2-methylbenzo[d][1,3]dioxol-4-yl)piperidin-1-yl)methyl)-1-(2-methoxyethyl)-1H-imidazol-5-yl)propionic acid